C(C)(C)(C)OC(=O)N1N=C(C2=CC=C(C=C12)[C@@H]1C[C@@]12C(N(C1=CC=C(C=C21)OC)C(=O)OC(C)(C)C)=O)NC2=NC=C(C=C2OC)S(=O)(=O)C2CC2 tert-butyl (1R,2S)-2-[1-(tert-butoxycarbonyl)-3-{[5-(cyclopropanesulfonyl)-3-methoxypyridin-2-yl]amino}indazol-6-yl]-5'-methoxy-2'-oxospiro[cyclopropane-1,3'-indole]-1'-carboxylate